FC=1C=CC2=C(CCO2)C1CNC1=NC=C(C=2N1C=C(N2)C#N)C2=CC(=NC=C2)OC 5-[(5-fluoro-2,3-dihydrobenzofuran-4-yl)methylamino]-8-(2-methoxy-4-pyridinyl)imidazo[1,2-c]pyrimidine-2-carbonitrile